dimethyl 2-(methyl (4-(trifluoromethyl) phenyl) amino)-3-phenylsuccinate CN(C(C(=O)OC)C(C(=O)OC)C1=CC=CC=C1)C1=CC=C(C=C1)C(F)(F)F